ClC1=C(C=CC=C1)C(\C=C\C1=CC(=C(C=C1)O)[N+](=O)[O-])=O (E)-1-(2-Chlorophenyl)-3-(4-hydroxy-3-nitrophenyl)prop-2-en-1-one